2-methylpropenyl-acetone CC(=CCC(C)=O)C